BrC1=NC=C(C=C1)C1COCC1 2-bromo-5-(oxolan-3-yl)pyridine